ClC1=C(CNC(=O)NC2CC3(CC3)C2)C=CC=C1C(F)(F)F 1-(2-chloro-3-trifluoromethyl-benzyl)-3-spiro[2.3]hex-5-yl-urea